N1N=CC2=CC=C(C=C12)C1=NC=NC(=C1)N 4-(1H-indazol-6-yl)pyrimidine-6-amine